FC1(CCC(CC1)NC1=NC(=NC(=C1)N1CCOCC1)N1N=C(C=C1)C)F N-(4,4-difluorocyclohexyl)-2-(3-methyl-1H-pyrazol-1-yl)-6-morpholinopyrimidin-4-amine